CC=1C=C2C=NNC2=CC1Br 5-methyl-6-bromoindazole